BrC1=C(N=CN1COCC[Si](C)(C)C)C1=CC=CC=C1 5-bromo-4-phenyl-1-((2-(trimethylsilyl)ethoxy)methyl)-1H-imidazole